C[N+](C)(C)CCCC(=O)O The molecule is a quaternary ammonium ion that is the conjugate acid of 4-(trimethylammonio)butanoate. It has a role as a human metabolite, an Escherichia coli metabolite and a mouse metabolite. It is a conjugate acid of a 4-(trimethylammonio)butanoate.